N-benzyl-5-(benzyloxy)-2-methylbenzofuran-3-carboxamide C(C1=CC=CC=C1)NC(=O)C1=C(OC2=C1C=C(C=C2)OCC2=CC=CC=C2)C